cis-2,6-dimethyltetrahydropyran-4-one C[C@@H]1O[C@@H](CC(C1)=O)C